(2S)-2-[[5-(3-tert-butyl-1,2,4-oxadiazol-5-yl)-2-[(1,1-dioxo-2H-thiochromen-6-yl)amino]pyrimidin-4-yl]amino]-2-phenyl-ethanol C(C)(C)(C)C1=NOC(=N1)C=1C(=NC(=NC1)NC=1C=C2C=CCS(C2=CC1)(=O)=O)N[C@H](CO)C1=CC=CC=C1